FC1=C2C=C(NC2=CC(=C1)F)C(=O)N1C2CCC([C@@H]1C(=O)N[C@H](C[C@H]1C(NCC1)=O)C(CO)=O)CC2 (R)-2-(4,6-difluoro-1H-indole-2-carbonyl)-N-((R)-4-hydroxy-3-oxo-1-((S)-2-oxopyrrolidin-3-yl)butan-2-yl)-2-azabicyclo[2.2.2]octane-3-carboxamide